diheptyloxytetradecenyl-butoxy methyl ether COOC(CCC)C=CCCCCCCCCCCCC(OCCCCCCC)OCCCCCCC